FC(C(=O)O)(F)F.COC=1C=C(C=NC1)C1=CC(=NC=C1)C=1NC(=NN1)NC1=CC=CC=C1 5-(5-Methoxy-3,4'-bipyridin-2'-yl)-N-phenyl-4H-1,2,4-triazol-3-amine trifluoroacetate salt